FC1=C2C=C(N(C2=CC=C1N1C(C=2C=C(C(=NC2C(=C1)C(=O)N1CCC(CC1)F)OC)OCF)=O)C)C 6-(4-fluoro-1,2-dimethyl-1H-indol-5-yl)-3-(fluoromethoxy)-8-(4-fluoropiperidine-1-carbonyl)-2-methoxy-1,6-naphthyridin-5(6H)-one